5-bromo-6-trifluoromethylpyridin-3-yl 3-[4-(2-aminothiazol-4-yl)-1H-1,2,3-triazol-1-yl]-3-deoxy-1-thio-α-D-galactopyranoside NC=1SC=C(N1)C=1N=NN(C1)[C@@H]1[C@H]([C@@H](SC=2C=NC(=C(C2)Br)C(F)(F)F)O[C@@H]([C@@H]1O)CO)O